N1=CC=CC(=C1)C(=O)N PYRIDINE-5-CARBOXAMIDE